N-(2-aminophenyl)-4-(3-(4-(((2-phenylcyclopropyl)amino)methyl)piperidin-1-yl)propyl)benzamide TFA Salt OC(=O)C(F)(F)F.NC1=C(C=CC=C1)NC(C1=CC=C(C=C1)CCCN1CCC(CC1)CNC1C(C1)C1=CC=CC=C1)=O